N,N,N',N'-tetrakis(p-di-n-butylaminophenyl)-p-phenylenediaminium perchlorate Cl(=O)(=O)(=O)[O-].C(CCC)N(C1=CC=C(C=C1)[NH+](C1=CC=C(C=C1)[NH+](C1=CC=C(C=C1)N(CCCC)CCCC)C1=CC=C(C=C1)N(CCCC)CCCC)C1=CC=C(C=C1)N(CCCC)CCCC)CCCC.Cl(=O)(=O)(=O)[O-]